C(C)OC(CCC=1SC(=C(N1)CO)CO)=O 3-(4,5-bis(hydroxymethyl)thiazol-2-yl)propionic acid ethyl ester